4-[3-(trifluoromethoxy)phenyl]pyridin FC(OC=1C=C(C=CC1)C1=CC=NC=C1)(F)F